3,6-bis(trifluoromethyl)-pyromellitic acid FC(C1=C(C(C(=O)O)=C(C(=C1C(=O)O)C(=O)O)C(F)(F)F)C(=O)O)(F)F